[Br-].CC(C[Zn+])C 2-methylpropylzinc bromide